C1(CC1)C1=CC(=NN1)NC1=NC(=NC=C1)N1C2CCC(C1)(CC2)C(C)=O 1-[2-[4-[(5-cyclopropyl-1H-pyrazol-3-yl)amino]pyrimidin-2-yl]-2-azabicyclo[2.2.2]octan-4-yl]ethanone